[Cu](Br)Br.N1=CC=CC2=CC=C3C=CC=NC3=C12 (1,10-phenanthroline) copper dibromide